C(C1=CC=CC=C1)OC=1C=CC2=C(C(=C(O2)C)C(=O)NCCCN(C)C)C1 5-(benzyloxy)-N-(3-(dimethylamino)propyl)-2-methylbenzofuran-3-carboxamide